1-(1-amino-3-fluoropropan-2-yl)-4-methyl-1,4-azaphosphinane 4-oxide NCC(CF)N1CCP(CC1)(C)=O